NC1=C(C(=O)NC23CCC(CC2)(CC3)O)C=C(C=N1)C=1C=C3C=NN(C3=CC1)C1CCN(CC1)C(C)C (s)-2-amino-N-(4-hydroxybicyclo[2.2.2]oct-1-yl)-5-(1-(1-isopropylpiperidin-4-yl)-1H-indazole-5-yl)nicotinamide